ClC=1C(=NC(=NC1)NC1CCOCC1)C1=CC=C2CN(C(C2=C1)=O)CC(=O)O 2-(6-{5-chloro-2-[(oxacyclohex-4-yl)amino]Pyrimidin-4-yl}-1-oxo-2,3-dihydro-1H-isoindol-2-yl)acetic acid